N-[2-(4-oxocyclohexyl)indazol-5-yl]-6-(trifluoromethyl)pyridine-2-carboxamide O=C1CCC(CC1)N1N=C2C=CC(=CC2=C1)NC(=O)C1=NC(=CC=C1)C(F)(F)F